ClC(=O)OCC(C)C i-butyl chloroformate